6-naphthalenediacetic acid C1(=CC=CC2=CC(=CC=C12)CC(=O)O)CC(=O)O